1-[3-[[(3R,4R)-4-[4-Chloro-2-(5-fluoro-2-pyridyl)-1H-imidazol-5-yl]-3-methyl-1-piperidyl]sulfonyl]propanoyl]piperidin-4-one ClC=1N=C(NC1[C@H]1[C@H](CN(CC1)S(=O)(=O)CCC(=O)N1CCC(CC1)=O)C)C1=NC=C(C=C1)F